C(C)(=O)OCC1=NN(C=2C1=NC=C(C2)Br)C2=C(C=CC(=C2)Cl)OC(F)F [6-bromo-1-[5-chloro-2-(difluoromethoxy)phenyl]pyrazolo[4,3-b]pyridin-3-yl]methyl acetate